COC(=O)C=1NC=2CCCC(C2C1)=O 4-oxo-4,5,6,7-tetrahydro-1H-indole-2-carboxylic acid methyl ester